Cl.NCC=1C=NN(C1)CC1=CC2=C(C(=NO2)NS(=O)(=O)C2=C(C=CC=C2)OC)C(=C1)OC N-(6-((4-(aminomethyl)-1H-pyrazol-1-yl)methyl)-4-methoxybenzo[d]isoxazol-3-yl)-2-methoxybenzenesulfonamide hydrochloride